tert-butyl 3-(2-(4-(methoxycarbonyl) phenyl)-4-nitro-1H-imidazol-5-yl)-2,5-dihydro-1H-pyrrole-1-carboxylate COC(=O)C1=CC=C(C=C1)C=1NC(=C(N1)[N+](=O)[O-])C=1CN(CC1)C(=O)OC(C)(C)C